2,4,6-trimethylbenzoyl-phosphorus CC1=C(C(=O)[P])C(=CC(=C1)C)C